tert-butyl 4-((1r,4s)-4-(4-amino-3-(4-phenoxyphenyl)-1H-pyrazolo[3,4-d]pyrimidin-1-yl)cyclohexyl)piperazine-1-carboxylate NC1=C2C(=NC=N1)N(N=C2C2=CC=C(C=C2)OC2=CC=CC=C2)C2CCC(CC2)N2CCN(CC2)C(=O)OC(C)(C)C